ClCCCC(CI)=O 5-Chloro-1-iodopentan-2-one